FC(C1=NC(=NC=C1)[Sn](CCCC)(CCCC)CCCC)F 4-(difluoromethyl)-2-(tributylstannyl)pyrimidine